(2R,3S)-3-((9-(difluoromethyl)-6-(((3RS,4RS)-4-fluoropyrrolidin-3-yl)amino)-9H-purin-2-yl)amino)-1,1,1-trifluorobutan-2-ol hydrochloride Cl.FC(N1C2=NC(=NC(=C2N=C1)N[C@@H]1CNC[C@H]1F)N[C@H]([C@H](C(F)(F)F)O)C)F |&1:13,17|